OCCNC(CN(C)C=1C2=C(N=C(N1)C1=NC=CC(=C1)OC)CCC2)=O N-(2-hydroxyethyl)-2-{[2-(4-methoxypyridin-2-yl)-5H,6H,7H-cyclopenta[d]pyrimidin-4-yl](methyl)amino}acetamide